7,8-Dichloro-1-methyl-10-(((R)-oxetan-2-yl)methoxy)-6-((2-(trimethylsilyl)ethoxy)methyl)-3,4,5,6-tetrahydroazepino[4,5-b]indol-2(1H)-one ClC1=C(C=C(C=2C3=C(N(C12)COCC[Si](C)(C)C)CCNC(C3C)=O)OC[C@@H]3OCC3)Cl